(4-fluorothiophen-2-yl)boronic acid FC=1C=C(SC1)B(O)O